C1(CC1)COC1=CC=2N(C=C1)N=C(C2C(=O)NC(C(=O)N)(CO)C)C 2-{[5-(cyclopropylmethoxy)-2-methylpyrazolo[1,5-a]pyridin-3-yl]formamido}-3-hydroxy-2-methylpropanamide